2-(2-(3,8-diazabicyclo[3.2.1]oct-3-yl)-6-methylpyrimidin-4-yl)-5-fluoro-4-(2-fluoro-6-methoxyphenyl)isoindole-1-one C12CN(CC(CC1)N2)C2=NC(=CC(=N2)N2C(C1=CC=C(C(=C1C2)C2=C(C=CC=C2OC)F)F)=O)C